CO[Si](CCC[Sb])(OC)OC 3-(trimethoxysilyl)propyl-antimony